C1(CC1)N1CCC(CC1)OC=1N=C(C2=C(N1)CN(CC2)C2=CC(=CC1=CC=CC=C21)O)N2CCN(CC2)C(C=C)=O 1-(4-(2-((1-cyclopropylpiperidin-4-yl)oxy)-7-(3-hydroxynaphthalen-1-yl)-5,6,7,8-tetrahydropyrido[3,4-d]pyrimidin-4-yl)piperazin-1-yl)prop-2-en-1-one